COC1=C(C=CC(=C1)N1CCN(CC1)CCOC)NC1=NC=CC(=C1)NC=1C=CC=C2CCN(C12)C(C)=O 1-(7-((2-((2-Methoxy-4-(4-(2-methoxyethyl)piperazin-1-yl)phenyl)amino)pyridin-4-yl)amino)indolin-1-yl)ethan-1-one